C(C(C)C)C1CNCCC1O 3-isobutylpiperidin-4-ol